2-{[3-oxo-8-(1,3-thiazol-2-yl)-1H,2H,3H-benzo[e]isoindol-2-yl]methyl}prop-2-enamide O=C1N(CC=2C3=C(C=CC12)C=CC(=C3)C=3SC=CN3)CC(C(=O)N)=C